BrC=1C(=NN(C1)CC(F)(F)F)C1=CC=CC=C1 4-bromo-3-phenyl-1-(2,2,2-trifluoroethyl)pyrazole